N-(2-chloro-6-methylphenyl)-2-[[6-[4-(2-hydroxyethyl)-1-piperazinyl]-2-methyl-4-pyrimidinyl]amino]-5-thiazolecarboxamide ClC1=C(C(=CC=C1)C)NC(=O)C1=CN=C(S1)NC1=NC(=NC(=C1)N1CCN(CC1)CCO)C